C(C)(C)(C)OC(=O)N1CCC(=CC1)C=1C=C2C3=C(NC2=CC1)N=CNC3=O 4-(4-oxo-4,9-dihydro-3H-pyrimido[4,5-b]indol-6-yl)-3,6-dihydropyridine-1(2H)-carboxylic acid tert-butyl ester